FC1=CC=C(C=C1)C(C(=O)NC=1SC(=C(C1C(=O)OC)C)C(=O)N1CCNCC1)CC Methyl 2-[2-(4-fluorophenyl)butanamido]-4-methyl-5-(piperazine-1-carbonyl)thiophene-3-carboxylate